ClC=1C=CC(=C(C1)[C@H]1C[C@H](C1)NC(=O)C=1N=NN(C1)[C@@H](C)C=1N=NC(=CC1C)N1C([C@@H]2C[C@@H]2C1)=O)C#N |o1:19| N-((cis)-3-(5-chloro-2-cyanophenyl)cyclobutyl)-1-((S or R)-1-(4-methyl-6-((1R,5S)-2-oxo-3-azabicyclo[3.1.0]hexan-3-yl)pyridazin-3-yl)ethyl)-1H-1,2,3-triazole-4-carboxamide